N,N'-di(tert-butoxycarbonyl)-1H-pyrazole-1-formamidine C(C)(C)(C)OC(=O)NC(=NC(=O)OC(C)(C)C)N1N=CC=C1